C1(CC1)C1=C2N=C(C(NC2=CC=C1)=O)C cyclopropyl-methyl-quinoxalinone